BrC1=CC=2C(C3=CC=CC=C3NC2C=C1)=O 2-bromoacridin-9(10H)-one